Cl.C(C1=CC=CC=C1)(C1=CC=CC=C1)NCC(=O)C1=CC(=C(C=C1)O)O 2-(benzhydryl-amino)-3',4'-dihydroxyacetophenone hydrochloride